C(CCCCCCC)C(CCCCCCCC)OC(CCCCCCCOC(=O)[C@H]1N(CC(C1)OC(CCN1CCCC1)=O)CCCCCC(OCCCCCCCCCCC)=O)=O (2S)-1-(6-oxo-6-undecyloxy-hexyl)-4-(3-pyrrolidin-1-ylpropionoyloxy)pyrrolidine-2-carboxylic acid [8-(1-octylnonyloxy)-8-oxo-octyl] ester